C(O)(O)O.CC(C1=CC=CC=C1)S(=O)(=O)O methyl-benzylsulfonic acid ortho-formate